OCCN1N=CC(=C1)NC=1N=CC2=C(N1)N(C(C(=C2)C2CCNC1=CC=CC=C21)=O)C 2-[[1-(2-hydroxyethyl)pyrazol-4-yl]amino]-8-methyl-6-(1,2,3,4-tetrahydroquinolin-4-yl)pyrido[2,3-d]pyrimidin-7-one